5-(5-(3,5-difluorophenyl)-3-(ethylsulfonyl)pyridin-2-yl)-2-(trifluoromethyl)-[1,2,4]triazolo[1,5-a]pyrimidine FC=1C=C(C=C(C1)F)C=1C=C(C(=NC1)C1=NC=2N(C=C1)N=C(N2)C(F)(F)F)S(=O)(=O)CC